COC=1C=NC2=C(C=C(C=C2C1)C)B1OC(C(O1)(C)C)(C)C 3-methoxy-6-methyl-8-(4,4,5,5-tetramethyl-1,3,2-dioxaborolan-2-yl)quinoline